6-carboxy-2-(3,5-dichlorophenyl)-6-benzoAzole C(=O)(O)C1=CC=2C(=C1)C=CN(C2)C2=CC(=CC(=C2)Cl)Cl